C(=O)O.C(C)N1C=C(C=C1C)C ethyl-3,5-dimethyl-1H-pyrrole formate